CN1C(C2(CCN(CC2)CCOC=2C=CC3=C(CCS3(=O)=O)C2)C2=CC=CC=C12)=O 5-(2-{1-methyl-2-oxo-1,2-dihydrospiro[indole-3,4'-piperidin]-1'-yl}ethoxy)-2,3-dihydro-1λ6-benzothiophene-1,1-dione